C1(CC1)C1=NC(=CC(=C1)C1=C(C=C(C#N)C=C1)C1=NN=CN1C)N1C(C2=CC(=CC=C2C1)CNC[C@@H](CC)O)=O 4-{2-cyclopropyl-6-[6-({[(2R)-2-hydroxybutyl]amino}methyl)-1-oxo-3H-isoindol-2-yl]pyridin-4-yl}-3-(4-methyl-1,2,4-triazol-3-yl)benzonitrile